(1-((5-chloro-3-(1-methyl-1H-pyrazol-4-yl)pyridin-2-yl)amino)cyclopropyl)methanol ClC=1C=C(C(=NC1)NC1(CC1)CO)C=1C=NN(C1)C